COC1=CC=C(C=C1)N1C(=NC=2C=NC=3C=CC(=CC3C21)C=2C(=NOC2C)C)C 4-(1-(4-methoxyphenyl)-2-methyl-1H-imidazo[4,5-c]quinolin-8-yl)-3,5-dimethylisoxazole